COC(C(C)(C)NCC=1C=CC(=NC1)C(=O)O)=O 5-{[(1-methoxy-2-methyl-1-oxopropan-2-yl)amino]methyl}pyridine-2-carboxylic acid